6-fluoro-7-{7-methyl-6-oxo-5-oxa-2,7-diazaspiro[3.4]octane-2-yl}-4-oxo-1-(1,3-thiazol-2-yl)-1,4-dihydro-1,8-naphthyridine-3-carboxylic acid FC=1C=C2C(C(=CN(C2=NC1N1CC2(C1)OC(N(C2)C)=O)C=2SC=CN2)C(=O)O)=O